N1N=CC(=C1)C=1C=C(C=NC1)COC1=CN=C(C=C1C=O)OC 5-((5-(1H-pyrazol-4-yl)pyridin-3-yl)methoxy)-2-methoxyisonicotinaldehyde